(S)-3-(2-formyl-5-methyl-1-(oxetan-2-ylmethyl)-1H-imidazol-4-yl)bicyclo[1.1.1]Pentane-1-carboxylic acid methyl ester COC(=O)C12CC(C1)(C2)C=2N=C(N(C2C)C[C@H]2OCC2)C=O